cyclopentyl (1-cyclopropylethyl)carbamate C1(CC1)C(C)NC(OC1CCCC1)=O